C(C1=CC=CC=C1)OC(=O)N1C[C@H]([C@@H](C1)COC)NC(=O)OC(C)(C)C Trans-3-[[(tert-butoxy)carbonyl]amino]-4-(methoxymethyl)pyrrolidine-1-carboxylic acid benzyl ester